7-(Dimethylamino)-5-(3-(6-((4-(2-(2,6-dioxopiperidin-3-yl)-1-oxoisoindolin-4-yl)but-3-yn-1-yl)carbamoyl)pyridin-3-yl)isoquinolin-8-yl)-N-methyl-1H-indole-3-carboxamide CN(C=1C=C(C=C2C(=CNC12)C(=O)NC)C=1C=CC=C2C=C(N=CC12)C=1C=NC(=CC1)C(NCCC#CC1=C2CN(C(C2=CC=C1)=O)C1C(NC(CC1)=O)=O)=O)C